acetyl-1H-benzotriazole C(C)(=O)N1N=NC2=C1C=CC=C2